NC=1C=2N(C=C(N1)Br)C(=CN2)C=2C=C(C=CC2C)C(C(CC)O)(F)F (3-(8-amino-6-bromoimidazo[1,2-a]pyrazin-3-yl)-4-methylphenyl)-1,1-difluorobutan-2-ol